N-(6-aminoquinoxalin-5-yl)methanesulfonamide NC=1C(=C2N=CC=NC2=CC1)NS(=O)(=O)C